C(C)N=S(C(F)(F)F)(=O)C=1C=CC2=C(N=C(O2)C2=NC=C(C=C2S(=O)(=O)CC)C2=NC=CC=N2)C1 ethylimino-[2-(3-ethylsulfonyl-5-pyrimidin-2-yl-2-pyridyl)-1,3-benzooxazol-5-yl]-oxo-(trifluoromethyl)-lambda6-Sulfane